CC1(NC(=CC(=C1)C)C)C 2,2,4,6-tetramethylpyridine